C(C)C(=CC1=CC=C(C=C1)C1=NC(=C(C(=N1)C)C(=O)OC)C)CC methyl 2-(4-(2-ethylbut-1-en-1-yl) phenyl)-4,6-dimethylpyrimidine-5-carboxylate